(2S,6R)-4-(3-(3-cyclopropyl-1H-pyrazol-4-yl)imidazo[1,2-b]pyridazin-6-yl)-2,6-dimethylmorpholine C1(CC1)C1=NNC=C1C1=CN=C2N1N=C(C=C2)N2C[C@@H](O[C@@H](C2)C)C